tert-butyl (2-bromo-4-nitrophenyl)(tert-butoxycarbonyl)carbamate BrC1=C(C=CC(=C1)[N+](=O)[O-])N(C(OC(C)(C)C)=O)C(=O)OC(C)(C)C